10-hydroxy-2-decenoic acid propionate C(CC)(=O)O.OCCCCCCCC=CC(=O)O